[Si](C1=CC=CC=C1)(C1=CC=CC=C1)(C(C)(C)C)OCC=1C=C(OCC=2C=C(C(=O)OC)C=CC2OC)C=CC1 methyl 3-((3-(((tert-butyldiphenylsilyl) oxy) methyl) phenoxy) methyl)-4-methoxybenzoate